(2R,3R,4S,5R)-4-(benzyloxy)-5-((benzyloxy)methyl)-5-(fluoromethyl)-2-(6-hydroxy-2-isobutyramido-9H-purin-9-yl)tetrahydrofuran-3-yl acetate C(C)(=O)O[C@H]1[C@@H](O[C@]([C@H]1OCC1=CC=CC=C1)(CF)COCC1=CC=CC=C1)N1C2=NC(=NC(=C2N=C1)O)NC(C(C)C)=O